FC(C(C[C@H](C#N)N[C@H](C)C1=CC=CC=C1)(C)C)(F)F (2R)-5,5,5-Trifluoro-4,4-dimethyl-2-[[(1R)-1-phenylethyl]amino]pentanenitrile